alpha-methyl-acetyl-carbohydrazide CCC(=O)NNC(=O)NN